7a-(4-bromophenyl)-4-methoxy-7-phenyl-6-(pyrrolidin-1-ylmethyl)-5,6,7,7a-tetrahydro-4bH-cyclopenta[4,5]furo[2,3-c]pyridine-4b,5-diol BrC1=CC=C(C=C1)C12C(C3=C(C=NC=C3OC)O1)(C(C(C2C2=CC=CC=C2)CN2CCCC2)O)O